5-(4-(3,6-dichloro-9H-fluoren-9-yl)piperazine-1-carbonyl)-2-(2,6-dioxopiperidin-3-yl)isoindoline-1,3-dione ClC=1C=CC=2C(C3=CC=C(C=C3C2C1)Cl)N1CCN(CC1)C(=O)C=1C=C2C(N(C(C2=CC1)=O)C1C(NC(CC1)=O)=O)=O